C(C)(C)(C)[Si](OC1CC(C1)O)(C)C 3-[tert-butyl-(dimethyl)silyl]oxycyclobutanol